3,5-Dimethylstyrene sulfonium salt [SH3+].CC=1C=C(C=C)C=C(C1)C